NC1=C(C=C(C=O)C=C1C(F)(F)F)Cl 4-AMINO-3-CHLORO-5-(TRIFLUOROMETHYL)BENZALDEHYDE